O=C1N(C(C2=CC=CC=C12)=O)C(C)C1=NC(=NN1C1=NC=CC=N1)NS(=O)(=O)C(F)F N-[5-[1-(1,3-dioxoisoindolin-2-yl)ethyl]-1-pyrimidin-2-yl-1,2,4-triazol-3-yl]-1,1-difluoro-methanesulfonamide